ClC1=NC(=CC(=C1)[C@H]1CN(CCN1S(=O)(=O)C)C(=O)OC(C)(C)C)B1OC(C(O1)(C)C)(C)C (S)-tert-butyl 3-(2-chloro-6-(4,4,5,5-tetramethyl-1,3,2-dioxaborolan-2-yl)pyridin-4-yl)-4-(methylsulfonyl)piperazine-1-carboxylate